1-benzyl-3,3-dibromo-1H-2,1-benzothiazin-4(3H)-one 2,2-dioxide C(C1=CC=CC=C1)N1S(C(C(C2=C1C=CC=C2)=O)(Br)Br)(=O)=O